9-bromo-1-chlorophenanthrene BrC=1C2=CC=CC=C2C=2C=CC=C(C2C1)Cl